COC=1C=CC=2C3=C(C=NC2N1)N=CN=C3N3CCC(CCC3)CNNS(=O)=O N-((1-(8-methoxypyrimido[4,5-c][1,8]naphthyridin-1-yl)azepan-4-yl)methyl)aminosulfonamide